N-[7-methyl-[1,2,4]triazolo[1,5-a]pyridin-6-yl]-1-(oxan-4-yl)-3-(trifluoromethyl)pyrazolo[3,4-d]pyrimidin-6-amine CC1=CC=2N(C=C1NC1=NC=C3C(=N1)N(N=C3C(F)(F)F)C3CCOCC3)N=CN2